N-{2-[3-cyano-6-(4-methylpiperazin-1-yl)pyridin-2-yl]-5-(2,6-difluoro-4-methoxyphenyl)-1-methyl-3-oxo-2,3-dihydro-1H-pyrazol-4-yl}-4-(difluoromethoxy)benzamide C(#N)C=1C(=NC(=CC1)N1CCN(CC1)C)N1N(C(=C(C1=O)NC(C1=CC=C(C=C1)OC(F)F)=O)C1=C(C=C(C=C1F)OC)F)C